BrC(C(=O)NC1=NC=C(C=C1)Cl)C 2-bromo-N-(5-chloropyridin-2-yl)propanamide